2-((1-(3-(4-fluorophenyl)-7-methyl-2-(methylamino)quinolin-5-yl)ethyl)amino)benzoic acid FC1=CC=C(C=C1)C=1C(=NC2=CC(=CC(=C2C1)C(C)NC1=C(C(=O)O)C=CC=C1)C)NC